ClC1=C(C(=CC=C1)Cl)C(Cl)(Cl)Cl 2,6-dichlorobenzotrichloride